C(C)(C)(C)[Si](OC(C(F)(F)C=1C(=C(C=CC1)[C@@H](C)N)F)C)(C)C (1R)-1-{3-[2-{[tert-butyl-(dimethyl)silyl]oxy}-1,1-difluoropropyl]-2-fluorophenyl}ethan-1-amine